ClC1=C2C=3C(=NC=NC3C=C1B(O)O)N(CCO2)C(C)C2=CN=CN2COCC[Si](C)(C)C (8-chloro-4-(1-(1-((2-(trimethylsilyl)ethoxy)methyl)-1H-imidazol-5-yl)ethyl)-5,6-dihydro-4H-[1,4]oxazepino[5,6,7-de]quinazolin-9-yl)boronic acid